(E)-4-Octen-2,3-dione CC(C(\C=C\CCC)=O)=O